C(C1=CC=CC=C1)OC=1C=C(C=C(C1)C)O 3-(Benzyloxy)-5-methylphenol